bis(naphthalen-2-yl)anthracene (rel)-Methyl-(2S,4R)-4-hydroxychromane-2-carboxylate COC(=O)[C@H]1OC2=CC=CC=C2[C@@H](C1)O.C1=C(C=CC2=CC=CC=C12)C=1C2=CC=CC=C2C(=C2C=CC=CC12)C1=CC2=CC=CC=C2C=C1 |o1:4,12|